C(C)(C)N1C2CN(CC1CC2)C=2C=CC=NC2 5-(8-isopropyl-3,8-diazabicyclo[3.2.1]octan-3-yl)pyridin